ClC1=C(OC2=CC=3C4=C5C(C=CC=C5C(C3C=C2)(C)C)=C(C=C4)N(C4=CC=CC=C4)C4=CC=CC=C4)C=CC=C1N(C1=CC=CC=C1)C1=CC=CC=C1 10-(2-chloro-3-(diphenylamino)phenoxy)-7,7-dimethyl-N,N-diphenyl-7H-benzo[de]anthracene-3-amine